N-[(2-methoxyphenyl)methyl]-N-methyl-1H-imidazole-4-carboxamide COC1=C(C=CC=C1)CN(C(=O)C=1N=CNC1)C